FC1=CC2=C(N(C=N2)C2=CC=C3C(=N2)C(NC3=O)C)C=C1F 2-(5,6-difluoro-1,3-benzodiazol-1-yl)-7-methyl-6H,7H-pyrrolo[3,4-b]pyridin-5-one